NCC1=C(C=C(C=C1)C1=NC=NN2C1=CC(=C2)C2=CC=C(CN1CCC(CC1)C1=CC=C(C=C1)NC1C(NC(CC1)=O)=O)C=C2)C 3-((4-(1-(4-(4-(4-(aminomethyl)-3-methylphenyl)pyrrolo[2,1-f][1,2,4]triazin-6-yl)benzyl)piperidin-4-yl)phenyl)amino)piperidine-2,6-dione